3-chloro-N2-cyclohexyl-N2-methyl-benzene-1,2-diamine ClC1=C(C(=CC=C1)N)N(C)C1CCCCC1